CC=1C(=CC(=CC1)NC(=O)[O-])NC(=O)[O-] toluene-2,4-dicarbamate